ClC1=C(C=CC(=C1F)[N+](=O)[O-])[C@@H]([C@H](C(=O)N1CCN(CC1)C)NC(CC)=O)C N-[(2R,3S)-3-(2-chloro-3-fluoro-4-nitrophenyl)-1-(4-methylpiperazin-1-yl)-1-oxobutan-2-yl]propanamide